5-((5-Methoxy-1,2-dimethyl-4,7-dioxo-4,7-dihydro-1H-indol-3-yl)methoxy)-5-oxopentane COC=1C(C=2C(=C(N(C2C(C1)=O)C)C)COC(CCCC)=O)=O